3-ethyl-5-((1-methylpiperidine-3-yl)amino)pyridin C(C)C=1C=NC=C(C1)NC1CN(CCC1)C